C(C)C(COC(C1=CC=CC=C1)=O)CCCC benzoic acid-2-ethylhexyl ester